(E)-N'-(3,5-dimethoxybenzylidene)-6-(3-methoxyphenyl)pyrazine-2-carbohydrazide COC=1C=C(\C=N\NC(=O)C2=NC(=CN=C2)C2=CC(=CC=C2)OC)C=C(C1)OC